COC([C@H](C[C@H]1C(NCC1)=O)NC(=O)[C@H]1NCC2(CCC2)C1)=O (S)-methyl-3-((S)-2-oxopyrrolidin-3-yl)-2-((S)-6-azaspiro[3.4]octane-7-carboxamido)propanoate